C(C)(=O)O[C@H]1[C@H](OC(C)=O)[C@@H](OC(C)=O)[C@@H](CO1)F 1,2,3-tri-O-acetyl-4-deoxy-4-fluoro-β-D-xylopyranose